C1(CC1)C1=CC=C(C=C1)C=1C=C(C(=NC1)C(=O)NN)SCC 5-(4-cyclopropylphenyl)-3-(ethylsulfanyl)pyridine-2-carbohydrazide